C(CCCCCCCCN)N nonylenediamine